Cl.Cl.Cl.CC1(CCC=2C(=NNC2C1)C=1NC2=CC(=CC=C2C1)C(=O)N1[C@@H](CNCC1)C)C 6,6-dimethyl-3-{6-[(2R)-2-methylpiperazine-1-carbonyl]-1H-indol-2-yl}-4,5,6,7-tetrahydro-1H-indazole trihydrochloride